NCCC(O)C=1C=C(OCCCC(=O)NC)C=CC1 4-(3-(3-amino-1-hydroxypropyl)phenoxy)-N-methylbutanamide